C(C)(C)(C)[Si](C)(C)O[C@@H](COC1=CC(=CC(=C1)Br)Br)C tert-butyl-([[(2R)-1-(3,5-dibromophenoxy)propan-2-yl]oxy])dimethylsilane